1-(pyrimidin-2-yl)-5-(trifluoromethyl)-1H-pyrazol N1=C(N=CC=C1)N1N=CC=C1C(F)(F)F